ClC=1C(=C(C=CC1)NC1=C(NC2=C1C(NCC2)=O)C2=NC(=NC=C2)NC2=NN(C=C2)CC(F)F)OC 3-[(3-chloro-2-methoxyphenyl)amino]-2-(2-{[1-(2,2-difluoroethyl)pyrazol-3-yl]amino}pyrimidin-4-yl)-1H,5H,6H,7H-pyrrolo[3,2-c]pyridin-4-one